Dimethyl 4-fluoro-5-methylphthalate FC=1C=C(C(C(=O)OC)=CC1C)C(=O)OC